2,4-Bis(benzyloxy)-5-fluorobenzaldehyde C(C1=CC=CC=C1)OC1=C(C=O)C=C(C(=C1)OCC1=CC=CC=C1)F